6-(6-((Tert-Butyldimethylsilanyl)ethynyl)-2,4-dimethylpyridin-3-yl)-4-chloro-7-methyl-7H-pyrrolo[2,3-d]pyrimidine [Si](C)(C)(C(C)(C)C)C#CC1=CC(=C(C(=N1)C)C1=CC2=C(N=CN=C2Cl)N1C)C